C(C1=CC=CC=C1)N1CCC(CC1)[C@@H](CNC(=O)N1[C@@H](CN(CC1)C1=CC(=C(C(=C1)F)F)F)C)O (2R)-N-[(2S)-2-(1-benzylpiperidin-4-yl)-2-hydroxyethyl]-2-methyl-4-(3,4,5-trifluorophenyl)piperazine-1-carboxamide